5-chloro-N,3-dimethylbenzamide ClC=1C=C(C=C(C(=O)NC)C1)C